OC1=CC=C2C(CCS(C2=C1)(=O)=O)=O 7-hydroxythiochroman-4-one 1,1-dioxide